O=N Oxoamine